tertbutylsulphinamide C(C)(C)(C)S(=O)N